NC1=C(C(=NN1[C@@H]1CNCC1)C#CC1=C(C=C2C(=CN=NC2=C1)C1CC1)Cl)C(=O)N (S)-5-Amino-3-((6-chloro-4-cyclopropylcinnolin-7-yl)ethynyl)-1-(pyrrolidin-3-yl)-1H-pyrazole-4-carboxamide